1-(tert-butyl)-4-(3-chlorobenzoyl)-N-(4-(5-morpholino-1,2,4-oxadiazol-3-yl)phenethyl)-1H-pyrazole-5-carboxamide C(C)(C)(C)N1N=CC(=C1C(=O)NCCC1=CC=C(C=C1)C1=NOC(=N1)N1CCOCC1)C(C1=CC(=CC=C1)Cl)=O